FC1=C(C=CC=C1F)C1=CC=CC2=C1NC(=NS2(=O)=O)NCC=2C(N(C=CC2)C)=O 3-(((5-(2,3-difluorophenyl)-1,1-dioxido-4H-benzo[e][1,2,4]thiadiazin-3-yl)amino)methyl)-1-methylpyridin-2(1H)-one